C1(CC1)N1C[C@@H](CCC1)NC(CN1N=C(N2C(C1=O)=CC1=C2N=CS1)C(C)C)=O (R)-N-(1-cyclopropylpiperidin-3-yl)-2-(5-isopropyl-8-oxothiazolo[5',4':4,5]pyrrolo[1,2-d][1,2,4]triazin-7(8H)-yl)acetamide